(S)-N-((5S,8r)-4,4-difluoro-1-oxaspiro[4.5]decan-8-yl)-4-(5-(5-fluoro-2-methylpyridin-4-yl)-1H-pyrazole-3-carbonyl)-4-azaspiro[2.5]octane-7-carboxamide FC1(CCOC12CCC(CC2)NC(=O)[C@H]2CCN(C1(CC1)C2)C(=O)C2=NNC(=C2)C2=CC(=NC=C2F)C)F